2,3-dihydro-5-methoxy-2-[(4-chlorophenyl)methylene]-1H-indenone COC=1C=C2CC(C(C2=CC1)=O)=CC1=CC=C(C=C1)Cl